ClC=1C=C2C(=C(C(N(C2=CC1)C)=O)C(=O)OC(C)(C)C)O tert-butyl 6-chloro-4-hydroxy-1-methyl-2-oxo-1,2-dihydroquinoline-3-carboxylate